C(C1=CC=CC=C1)(=O)C=1N2CC[C@H](C2=CC1)C(=O)O (R)-5-benzoyl-2,3-dihydro-1H-pyrrolizine-1-carboxylic acid